3-bromotetrahydro-2H-pyran BrC1COCCC1